N-(4-(3-(2,6-diazaspiro[3.4]octan-6-yl)pyridin-4-yl)-2-methylbenzyl)-5-(tert-butyl)-1,2,4-oxadiazole-3-carboxamide C1NCC12CN(CC2)C=2C=NC=CC2C2=CC(=C(CNC(=O)C1=NOC(=N1)C(C)(C)C)C=C2)C